(2R)-3-tert-butoxy-2-(tert-butoxycarbonylamino)propionic acid C(C)(C)(C)OC[C@H](C(=O)O)NC(=O)OC(C)(C)C